CC(C)C1=C(C=C(C=C1O)\C=C\C1=CC=CC=C1)O 2-(1-Methylethyl)-5-[(1E)-2-phenylethenyl]-1,3-benzenediol